Cl.Cl.CC(C(=N)N)C.CC(C(=N)N)C bis(2-methylpropionamidine) dihydrochloride